5-[4-[(3S)-1-(3-fluoropropyl)pyrrolidin-3-yl]oxyphenyl]-6-(4-hydroxy-cyclohexyl)-8,9-dihydro-7H-benzo[7]annulen-2-ol FCCCN1C[C@H](CC1)OC1=CC=C(C=C1)C1=C(CCCC2=C1C=CC(=C2)O)C2CCC(CC2)O